(S)-tert-butyl 1-(4-(4,4,5,5-tetramethyl-1,3,2-dioxaborolan-2-yl)phenyl)ethylcarbamate CC1(OB(OC1(C)C)C1=CC=C(C=C1)[C@H](C)NC(OC(C)(C)C)=O)C